6-[5-[(1S)-1-[(6,8-dibromoquinazolin-4-yl)-methyl-amino]ethyl]-1,2,4-triazol-1-yl]-2-methyl-pyridazin-3-one BrC=1C=C2C(=NC=NC2=C(C1)Br)N([C@@H](C)C1=NC=NN1C=1C=CC(N(N1)C)=O)C